1-[3-[[2-[(3-Methoxy-1-methyl-pyrazol-4-yl)amino]-5-(trifluoromethyl)pyrimidin-4-yl]amino]propyl]piperidin-2-one COC1=NN(C=C1NC1=NC=C(C(=N1)NCCCN1C(CCCC1)=O)C(F)(F)F)C